C(N)(=N)C=1C=C(C=CC1)NC(C1=C(N=C(C(=C1)Cl)C)N1CCCC1)=O N-(3-amidinophenyl)-5-chloro-6-methyl-2-(pyrrolidin-1-yl)nicotinamide